5,6-difluoro-4-isopropoxy-1H-benzo[d]imidazole-1-carboxylate FC1=C(C2=C(N(C=N2)C(=O)[O-])C=C1F)OC(C)C